NC1=CC2=C(NC(N2)=O)C=C1C 5-amino-6-methyl-2-benzimidazolinone